9-((6-bromohexyl)oxy)anthracene methyl-O-acetyl-N-(O-acetyl-N-(4'-((tert-butoxycarbonyl)amino)-[1,1'-biphenyl]-3-carbonyl)-L-seryl)-L-serinate COC([C@@H](NC([C@@H](NC(=O)C=1C=C(C=CC1)C1=CC=C(C=C1)NC(=O)OC(C)(C)C)COC(C)=O)=O)COC(C)=O)=O.BrCCCCCCOC=1C2=CC=CC=C2C=C2C=CC=CC12